ethyl (E)-4-(diethoxyphosphoryl)but-2-enoate C(C)OP(=O)(OCC)C/C=C/C(=O)OCC